2-(bicyclo[2.2.1]heptane-2-yl)acetic acid C12C(CC(CC1)C2)CC(=O)O